3-amino-1-(triethoxysilyl)methyl-1,2,4-triazole NC1=NN(C=N1)C[Si](OCC)(OCC)OCC